N1CCC(CC1)CC1=CC=2N(C=C1)N=CC2N2C(NC(CC2)=O)=O 1-(5-(piperidin-4-ylmethyl)pyrazolo[1,5-a]pyridin-3-yl)dihydropyrimidine-2,4(1h,3h)-dione